CN1C(=NC=2C1=NC=CC2)C2=CC=C(C=C2)C=2C(=CC=C(C2)C2=CC=C(C=C2)C2=NC=1C(=NC=CC1)N2C)C2=CC=CC=C2 4-(3-methyl-3H-imidazo[4,5-b]pyridin-2-yl)-5'-(4-(3-methyl-3H-imidazo[4,5-b]pyridin-2-yl)phenyl)-[1,1':2',1''-terphenyl]